dioctyldodecyl azelate C(CCCCCCCC(=O)[O-])(=O)OC(CCCCCCCCCCC)(CCCCCCCC)CCCCCCCC